3-(piperazine-1-yl)propan-1-ol N1(CCNCC1)CCCO